N-(2-methoxyethyl)-1-[4-(6-{2-[3-(trifluoromethoxy)phenyl]acetamido}pyridazin-3-yl)butyl]-1H-1,2,3-triazole-4-carboxamide COCCNC(=O)C=1N=NN(C1)CCCCC=1N=NC(=CC1)NC(CC1=CC(=CC=C1)OC(F)(F)F)=O